N-(2,4-dichloro-6-(diethylcarbamoyl)phenyl)-N-ethyl-3-bromo-1-(3-chloropyridin-2-yl)-1H-pyrazole-5-carboxamide ClC1=C(C(=CC(=C1)Cl)C(N(CC)CC)=O)N(C(=O)C1=CC(=NN1C1=NC=CC=C1Cl)Br)CC